CN1CCC2(C[C@@H]2C(=O)N[C@@H](CCCCCC(CC)=O)C=2NC(=CN2)C2=CC=C(C=C2)C2=NC=CN=C2)CC1 (S)-6-methyl-N-((S)-7-oxo-1-(5-(4-(pyrazin-2-yl)phenyl)-1H-imidazol-2-yl)nonyl)-6-azaspiro[2.5]octane-1-carboxamide